N-(5-chloro-6-(2-chloroethoxy)-7-cyano-1,2,3,4-tetrahydronaphthalen-1-yl)-1H-pyrazole-4-carboxamide ClC1=C2CCCC(C2=CC(=C1OCCCl)C#N)NC(=O)C=1C=NNC1